(E)-3-(4-(4-bromobenzoyl)phenyl)acrolein BrC1=CC=C(C(=O)C2=CC=C(C=C2)/C=C/C=O)C=C1